2,5-bis(1,3-dioxolan-2-yl)furan O1C(OCC1)C=1OC(=CC1)C1OCCO1